C(C)NCCO N-ethyl-(2-hydroxyethyl)amine